N(=[N+]=[N-])CC(CCOCOCCC(CN=[N+]=[N-])([N+](=O)[O-])[N+](=O)[O-])([N+](=O)[O-])[N+](=O)[O-] 1,11-diazido-2,2,10,10-tetranitro-5,7-dioxaundecane